CC=1N=C2N(N=C(C=C2C)N2C=NC3=CC(=CC=C3C2=O)N2CCNCC2)C1 3-(2,8-dimethylimidazo[1,2-b]pyridazin-6-yl)-7-(piperazin-1-yl)quinazolin-4(3H)-one